tert-butyl ((S)-1-(((S)-1-cyclohexyl-2-((S)-2-(4-(3-hydroxybenzoyl)thiazol-2-yl)pyrrolidin-1-yl)-2-oxoethyl) amino)-1-oxopropan-2-yl)(methyl)carbamate C1(CCCCC1)[C@@H](C(=O)N1[C@@H](CCC1)C=1SC=C(N1)C(C1=CC(=CC=C1)O)=O)NC([C@H](C)N(C(OC(C)(C)C)=O)C)=O